tert-butyl 4-oxo-2-thia-8-azaspiro[4.5]decane-8-carboxylate O=C1CSCC12CCN(CC2)C(=O)OC(C)(C)C